N1(CCNCC1)CC1=CC=C(C(=O)OCC)C=C1 ethyl 4-(piperazin-1-ylmethyl)benzoate